F[C@@H]1[C@@H](C1)C(=O)NC1=CC=C2C(=N1)N(C=C2C=2C(=CC1=C(N=CS1)C2)OC)COCC[Si](C)(C)C (1S,2S)-2-fluoro-N-[3-(6-methoxy-1,3-benzothiazol-5-yl)-1-[[2-(trimethylsilyl)ethoxy]methyl]pyrrolo[2,3-b]pyridin-6-yl]cyclopropane-1-carboxamide